CC(C=CCC)=O hexa-3-en-2-one